ClC1=NC2=CC(=CC=C2C(=C1)C1=C(C=C(C=C1)F)Cl)O[C@@H](C(=O)OCC)C ethyl (R)-2-((2-chloro-4-(2-chloro-4-fluorophenyl)quinolin-7-yl)oxy)propanoate